CC(C(=O)OCCCCCCCC)=C octyl (methyl)acrylate